CC1=NN(C=2C1=NC(=CC2NCC=2N=NN(N2)C)C=2C(=NC=CC2)OCCC)[C@H](CC)C (S)-3-methyl-1-[1-methylpropyl]-N-[(2-methyltetrazol-5-yl)methyl]-5-(2-propoxy-3-pyridinyl)pyrazolo[4,3-b]pyridin-7-amine